1,1,1,3,3,3-Hexafluoropropan-2-yl 2-((1,3-dihydroisobenzofuran-5-yl) methyl)-2,8-diazaspiro[4.5]decane-8-carboxylate C1OCC2=CC(=CC=C12)CN1CC2(CC1)CCN(CC2)C(=O)OC(C(F)(F)F)C(F)(F)F